4-(pyrimidin-5-ylmethoxy)isoindole N1=CN=CC(=C1)COC=1C2=CNC=C2C=CC1